Cl.NCCS(=O)(=O)NC=1C=NC=CC1 2-amino-N-(pyridin-3-yl)ethane-1-sulfonamide hydrochloride